C1(CC1)CNC=1SC(=CN1)C(=O)NC1=C(C=CC(=C1)C(N[C@H](CO)CCOC(F)(F)F)=O)CC 2-[(Cyclopropylmethyl)amino]-N-(2-ethyl-5-{[(2S)-1-hydroxy-4-(trifluoromethoxy)butan-2-yl]carbamoyl}phenyl)-1,3-thiazole-5-carboxamide